(2r,3r)-3-(3-(4-cyanophenyl)isoxazol-5-yl)-2-(2,4-difluorophenyl)-1-(1H-tetrazol-1-yl)butan-2-ol C(#N)C1=CC=C(C=C1)C1=NOC(=C1)[C@@H]([C@@](CN1N=NN=C1)(O)C1=C(C=C(C=C1)F)F)C